(1R,2S)-5'-methoxy-2-{3-[(3-methoxy-6-methylpyrazin-2-yl)amino]-1H-indazol-6-yl}spiro[cyclopropan-1,3'-indol]-2'(1'H)-one COC=1C=C2[C@]3(C(NC2=CC1)=O)[C@@H](C3)C3=CC=C1C(=NNC1=C3)NC3=NC(=CN=C3OC)C